3,4,5,6-tetrachloro-2-cyanopyridine ClC=1C(=NC(=C(C1Cl)Cl)Cl)C#N